N-(1-naphthyl)-N-phenyl-amino-benzidine C1(=CC=CC2=CC=CC=C12)N(C1=CC(=C(C=C1)C1=CC=C(N)C=C1)N)C1=CC=CC=C1